1,3-bis(4-aminophenyl)benzene methyl-(2S)-2-(((2-(3-chlorophenyl)-2,2-difluoro-1-phenylethoxy)carbonyl)amino)-4-methylhexanoate COC([C@H](CC(CC)C)NC(=O)OC(C(F)(F)C1=CC(=CC=C1)Cl)C1=CC=CC=C1)=O.NC1=CC=C(C=C1)C1=CC(=CC=C1)C1=CC=C(C=C1)N